CC1=CSC=2N=CC=C(C21)O 3-methylthieno[2,3-b]pyridin-4-ol